ClC=1C=CC(=C(C#N)C1)C(OC)OC 5-chloro-2-(dimethoxymethyl)benzonitrile